FC=1C=C(C=CC1C=1N=C2SC3=C(N2C1)C=CC(=C3)C(NC3CCN(CC3)C)=O)C3(CCN(CC3)C(=O)OC(C)(C)C)O tert-butyl 4-(3-fluoro-4-(7-((1-methylpiperidin-4-yl)carbamoyl)benzo[d]imidazo[2,1-b]thiazol-2-yl)phenyl)-4-hydroxypiperidine-1-carboxylate